C(C(=C)C)(=O)OCC1C(OC1)(F)F 3-(methacryloxymethyl)-2,2-difluorooxetane